3-Acryloxypropyltriacetoxysilan C(C=C)(=O)OCCC[Si](OC(C)=O)(OC(C)=O)OC(C)=O